3-(2-hydroxyethyl)-9-methyl-3,4,7,15-tetraazatricyclo[12.3.1.02,6]Octadecan-1(18),2(6),4,14,16-pentaen-8-one trifluoroacetate FC(C(=O)O)(F)F.OCCN1C=2C=3C=CN=C(CCCCC(C(NC2C=N1)=O)C)C3